fluorononanoyl fluoride FCCCCCCCCC(=O)F